3-((3-exo)-3-((5-((5-methyl-1H-pyrazol-3-yl)amino)thiazolo[5,4-d]pyrimidin-7-yl)amino)-8-azabicyclo[3.2.1]octan-8-yl)propionitrile CC1=CC(=NN1)NC=1N=C(C2=C(N1)SC=N2)NC2CC1CCC(C2)N1CCC#N